ClC=1C=C(C=CC1F)C=1C=C2C(=NC1)C=NN2CC(=O)N(C)C 2-[6-(3-Chloro-4-fluoro-phenyl)pyrazolo[4,3-b]pyridin-1-yl]-N,N-dimethyl-acetamide